SCCC(=O)OCC(COC(CCS)=O)(COCC(COC(CCS)=O)(COC(CCS)=O)COC(CCS)=O)COC(CCS)=O dipentaerythritol hexakis-(3-mercaptopropionate)